di-(4-tert-butylcyclohexyl) dicarbonate C(=O)(OC1CCC(CC1)C(C)(C)C)OC(=O)OC1CCC(CC1)C(C)(C)C